3-((4-chloro-6-(octadecylthio)-1,3,5-triazin-2-yl)thio)nonanoic acid propyl ester C(CC)OC(CC(CCCCCC)SC1=NC(=NC(=N1)Cl)SCCCCCCCCCCCCCCCCCC)=O